IC1=CSC=C1 3-Iodothiophen